bis(cyclopentadienyl)bis[2,6-difluoro-3-(methylsulfonamido)phenyl]titanium C1(C=CC=C1)[Ti](C1=C(C(=CC=C1F)NS(=O)(=O)C)F)(C1=C(C(=CC=C1F)NS(=O)(=O)C)F)C1C=CC=C1